C(C)(C)(C)OC(N[C@@H]1C[C@@H](OC[C@@H]1OC)C(=O)N1[C@H](C2=CC=CC=C2CC1)C1=CC=C(C=C1)F)=O ((2r,4r,5r)-2-((S)-1-(4-fluorophenyl)-1,2,3,4-tetrahydroisoquinoline-2-carbonyl)-5-methoxytetrahydro-2H-pyran-4-yl)carbamic acid tert-butyl ester